S1C2=C(C=C1)C(=CC=C2)N2CCN(CC2)CCCCOC2=CC=C1C=CC(N(C1=C2)C(CCCCCCC)=O)=O 7-(4-(4-(benzo[b]thiophen-4-yl)piperazin-1-yl)butoxy)-1-octanoylquinolin-2(1H)-one